C1=NC=C(C2=CC=CC=C12)CCC(=O)N1C(O[C@@H]([C@@H]1C)C1=CC(=CC=C1)OC)=O (4S,5R)-3-(3-isoquinolin-4-ylpropanoyl)-5-(3-methoxyphenyl)-4-methyl-1,3-oxazolidin-2-one